4-hydroxy-2,6-difluoro-1,3,5-benzenetricarboxylic acid OC1=C(C(=C(C(=C1C(=O)O)F)C(=O)O)F)C(=O)O